OC1=C(C(C2=CC=CC=C2C1=O)=O)C(C=CC(=O)O)=O 4-(3-hydroxy-1,4-dioxo-1,4-dihydronaphthalen-2-yl)-4-oxobut-2-enoic acid